COC=1C=C(CN2C(C3=CC=C(C=C3C=N2)S(=O)(=O)C2=CC=CC=C2)=O)C=CC1 2-(3-methoxybenzyl)-6-(phenylsulfonyl)phthalazin-1(2H)-one